O.O.C(CN(CC(=O)O)CC(=O)[O-])N(CC(=O)O)CC(=O)[O-].[Na+].[Na+] sodium 2,2'-(ethane-1,2-diylbis((carboxymethyl)azanediyl))diacetate dihydrate